CS(=O)(=O)OC1=CC=C(C=C1)C(C(=O)NP(=O)(OCC1=CC=CC=C1)OCC1=CC=CC=C1)SC1=NC(=C(C(=C1C#N)CC)C#N)N(C)C 4-(2-((bis(benzyloxy)phosphoryl)amino)-1-((3,5-dicyano (dimethylamino)-4-ethylpyridin-2-yl)thio)-2-oxoethyl)phenyl methanesulfonate